Cl.FC1=CC(=C(O[C@H](CNC(OC(C)(C)C)=O)C)C=C1)C(C)=N tert-butyl (S)-(2-(4-fluoro-2-(1-iminoethyl)phenoxy)propyl)carbamate Hydrochloride